ClC1=CC=C(C=C1)C1=N[C@H](C=2N(C3=C1C(=C(S3)C)C)C(=NN2)C)CC(=O)NCCNC(CCCCC(=O)NC2=C(C=CC=C2)C(NC=2SC(=C(N2)C)C)=O)=O (S)-N1-(2-(2-(4-(4-chlorophenyl)-2,3,9-trimethyl-6H-thieno[3,2-f][1,2,4]triazolo[4,3-a][1,4]diazepin-6-yl)acetamido)ethyl)-N6-(2-((4,5-dimethylthiazol-2-yl)carbamoyl)phenyl)adipamide